(biphenyl-4,4'-diyl)bis(N1-phenyl-N4,N4'-di-m-tolylbenzene-1,4-diamine) C1(=CC=C(C=C1)C1=C(C=CC(=C1)N(C=1C=C(C=CC1)C)C=1C=C(C=CC1)C)NC1=CC=CC=C1)C1=CC=C(C=C1)C1=C(C=CC(=C1)N(C=1C=C(C=CC1)C)C=1C=C(C=CC1)C)NC1=CC=CC=C1